[Cl-].C(CCCCCCCCCCCCCCC)C(CCC)P(CCCC)CCCC hexadecyl-tributylphosphine chloride